1-(7-Methyl-1H-pyrrolo[3,2-b]pyridin-6-yl)pyrimidine-2,4(1H,3H)-dione CC1=C2C(=NC=C1N1C(NC(C=C1)=O)=O)C=CN2